FC(C1=CC=C(C=C1)B(O)O)F [4-(difluoromethyl)phenyl]boronic acid